(1R,3S,5S)-N-(3-(1,2,4-triazin-3-yl)-4-(trifluoromethyl)phenyl)-1-(5-ethyl-1,3,4-oxadiazol-2-yl)-3-methyl-6-azabicyclo[3.1.1]heptane-6-carboxamide N1=NC(=NC=C1)C=1C=C(C=CC1C(F)(F)F)NC(=O)N1[C@H]2C[C@@H](C[C@@]1(C2)C=2OC(=NN2)CC)C